C(C)(=O)N1[C@H](CCC2=CC(=CC=C12)C1=CC=C(CNC(=O)C2=C(C=3N=C(N=C(C3S2)N2CCOCC2)Cl)C)C=C1)C (S)-N-(4-(1-Acetyl-2-methyl-1,2,3,4-tetrahydroquinolin-6-yl)benzyl)-2-chloro-7-methyl-4-morpholinothieno[3,2-d]pyrimidine-6-carboxamide